COC1=NC=C(C2=C1N=C(S2)NC(=O)C=2N=NN(C2)CCOC)C=2C=NN(C2)C 1-(2-Methoxy-ethyl)-1H-[1,2,3]triazole-4-carboxylic acid [4-methoxy-7-(1-methyl-1H-pyrazol-4-yl)-thiazolo[4,5-c]pyridin-2-yl]-amide